3-(aminomethyl)-4,6-dimethylpyridine-2(1H)-one hydrochloride Cl.NCC=1C(NC(=CC1C)C)=O